PYRROLIDINE-1-CARBOXAMIDE N1(CCCC1)C(=O)N